6-[[1-(trifluoromethyl)cyclopropyl]amino]-2-azaspiro[3.3]heptane-2-carboxylic acid tert-butyl ester C(C)(C)(C)OC(=O)N1CC2(C1)CC(C2)NC2(CC2)C(F)(F)F